BrCCNC(=O)OCC1=CC=CC=C1 Benzyl [(2-bromoethyl)amino]carboxylate